CN1C(=O)C=C(S1)Cl 5-chloro-2-methyl-2H-isothiazolin-3-one